2-((1s,2s)-1-(2-cyanopyridin-3-yl)-1-(1-methyl-1H-pyrazol-4-yl)propan-2-yl)-5-hydroxy-N-(isoxazol-4-yl)-1-methyl-6-oxo-1,6-dihydropyrimidine-4-carboxamide C(#N)C1=NC=CC=C1[C@@H]([C@H](C)C=1N(C(C(=C(N1)C(=O)NC=1C=NOC1)O)=O)C)C=1C=NN(C1)C